tert-butyl (tert-butoxycarbonyl)(7-(3-((3,3-difluoro-4-(pyridin-3-yl)-4-((triethylsilyl)oxy)pentyl)oxy)-2,4-difluorophenyl)-[1,2,4]triazolo[1,5-a]pyridin-2-yl)carbamate C(C)(C)(C)OC(=O)N(C(OC(C)(C)C)=O)C1=NN2C(C=C(C=C2)C2=C(C(=C(C=C2)F)OCCC(C(C)(O[Si](CC)(CC)CC)C=2C=NC=CC2)(F)F)F)=N1